C(C)(C)(C)OC(NCC(=O)N(C)OC)=O tert-Butyl-(2-(methoxy(methyl)amino)-2-oxoethyl)carbamate